CN1N=CC2=CC=C(C=C12)C(CC)S(=O)(=O)N (1-methyl-1H-indazol-6-yl)propane-1-sulfonamide